ClC[SiH2]C(OC)OC chloromethyl(dimethoxymethylsilane)